C(C)NC=1C=C(C=CC1C1=NN=NN1)C1=CC(=NC=N1)NCCN1C(=CC2=C(C=CC(=C12)F)OC)C {6-[3-Ethylamino-4-(1H-tetrazol-5-yl)-phenyl]-pyrimidin-4-yl}[2-(7-fluoro-4-methoxy-2-methyl-indol-1-yl)-ethyl]-amin